S(=O)(=O)(C1=CC=C(C)C=C1)N1C=CC=2C1=NC=C(C2)C=2C=NCCC2 3-(1-tosyl-1H-pyrrolo[2,3-b]pyridin-5-yl)-5,6-dihydropyridine